tert-butyl (R)-2-methyl-4-(5-nitropyridin-2-yl)piperazine-1-carboxylate C[C@H]1N(CCN(C1)C1=NC=C(C=C1)[N+](=O)[O-])C(=O)OC(C)(C)C